COC1=C(C=CC(=C1)C(=O)O)N2N=C(N=[N+]2C3=NC4=CC=CC=C4S3)C5=CC=C(C=C5)C(=O)NCCS(=O)(=O)[O-] 2-Benzothiazolyl-3-(4-carboxy-2-methoxyphenyl)-5-[4-(2-sulfoethylcarbamoyl)phenyl]-2H-tetrazolium